4-(3,3-difluoro-4-methoxy-pyrrolidin-1-yl)-2-(2,4-dimethoxypyrimidin-5-yl)pyrazolo[1,5-a]pyrazine FC1(CN(CC1OC)C=1C=2N(C=CN1)N=C(C2)C=2C(=NC(=NC2)OC)OC)F